1,1'-[(1R,2R,3S,4S)-2,4-dimethylcyclobutane-1,3-diyl]dibenzene CC1C(C(C1C1=CC=CC=C1)C)C1=CC=CC=C1